2-[6-[[4-(trifluoromethylsulfonimidoyl)phenyl]methyl]-2-azaspiro[3.3]heptane-2-carbonyl]-2,5-diazaspiro[3.4]octan-6-one FC(S(=O)(=N)C1=CC=C(C=C1)CC1CC2(CN(C2)C(=O)N2CC3(C2)NC(CC3)=O)C1)(F)F